OCCCCCCOC1=CC=C(C=C1)\C=C\C(=O)C1=CC=CC=C1 4-(6-hydroxy-hexyloxy)chalcone